C(CCCCCCCCCCCCCCCCC=CCC)(=O)O 18-Heneicosenoic acid